2,2'-ethylidenebis[4-nonyl-6-(α,α-dimethylbenzyl)phenol] C(C)(C1=C(C(=CC(=C1)CCCCCCCCC)C(C1=CC=CC=C1)(C)C)O)C1=C(C(=CC(=C1)CCCCCCCCC)C(C1=CC=CC=C1)(C)C)O